C12(CCC(CC1)C2)NC(CN2C(C(=CC=C2)NC([C@H](CCC(C(=O)NC)=O)NC(=O)C=2OC1=C(C2C)C=CC=C1)=O)=O)=O (S)-N1-(1-(2-(bicyclo[2.2.1]heptan-1-ylamino)-2-oxoethyl)-2-oxo-1,2-dihydropyridin-3-yl)-N6-methyl-2-(3-methylbenzofuran-2-carboxamido)-5-oxohexanediamide